FC(C1=C(C(=NC=C1)OC)N1CCC(CC1)N1C(N(C=2C([C@@H]1C)=CN(N2)C)CC2=C(C=CC=C2)C(F)(F)F)=O)F (S)-5-(4'-Difluoromethyl-2'-methoxy-3,4,5,6-tetrahydro-2H-[1,3']bipyridinyl-4-yl)-2,4-dimethyl-7-(2-trifluoromethyl-benzyl)-2,4,5,7-tetrahydro-pyrazolo[3,4-d]pyrimidin-6-on